NC1=CN=CC(=N1)C=1N=C(C=2N(C1)C=CN2)NC2=CC=C(C=C2)N2CCN(CC2)CC=2N=NN(C2)CCOCCNC2=C1C(N(C(C1=CC=C2)=O)C2C(NC(CC2)=O)=O)=O 4-[2-[2-[4-[[4-[4-[[6-(6-aminopyrazin-2-yl)imidazo[1,2-a]pyrazin-8-yl]amino]phenyl]piperazin-1-yl]methyl]triazol-1-yl]ethoxy]ethylamino]-2-(2,6-dioxo-3-piperidyl)isoindoline-1,3-dione